FC(C1=C(SC=C1)C(=O)O)(F)F 3-(Trifluoromethyl)thiophene-2-carboxylic Acid